CC1=NN2C(N(CC23CCCCC3)S(=O)(=O)C3=C(C=CC=C3)S(=O)(=O)N)=C1 (6'-methyl-1',2'-dihydrospiro[cyclohexane-1,3'-pyrazolo[1,5-a]imidazol]-1'-yl-sulfonyl)benzene-1-sulfonamide